(1,2-dimethyl-propyl)-(5-methoxy-2-pyridin-2-yl-pyrimidin-4-yl)amine CC(C(C)C)NC1=NC(=NC=C1OC)C1=NC=CC=C1